N-[(6-amino-2-pyridyl)sulfonyl]-2-(3-benzyl-2,2-dimethyl-pyrrolidin-1-yl)-6-tert-butylpyridine-3-carboxamide NC1=CC=CC(=N1)S(=O)(=O)NC(=O)C=1C(=NC(=CC1)C(C)(C)C)N1C(C(CC1)CC1=CC=CC=C1)(C)C